Glyceryl(3-hydroxybutyrat) C(C(O)CO)OC(CC(C)O)=O